O=C1NC(CCC1N1C(C2=CC=CC(=C2C1=O)NCC=1C=NN(C1)C1CCN(CC1)C(C(C(F)(F)F)(F)F)=O)=O)=O 2-(2,6-dioxopiperidin-3-yl)-4-(((1-(1-(2,2,3,3,3-pentafluoropropanoyl)piperidin-4-yl)-1H-pyrazol-4-yl)methyl)amino)isoindoline-1,3-dione